C(C1=CC=CC=C1)N1CC=2C(CC1)=C(N(N2)C2=C(C=CC=C2)Cl)O 6-benzyl-2-(2-chlorophenyl)-4,5,6,7-tetrahydro-2H-pyrazolo[3,4-c]pyridin-3-ol